4-{3-(1-ethyl-3-methyl-1H-pyrazol-5-yl)-1-[2-(methylamino)ethyl]-1H-1,2,4-triazol-5-yl}-1-methyl-1H-pyrazolo[4,3-c]pyridine-6-carboxamide C(C)N1N=C(C=C1C1=NN(C(=N1)C1=NC(=CC2=C1C=NN2C)C(=O)N)CCNC)C